1-(3-amino-6-(2-hydroxyphenyl)pyridazin-4-yl)-4-phenylpiperidin-4-ol NC=1N=NC(=CC1N1CCC(CC1)(O)C1=CC=CC=C1)C1=C(C=CC=C1)O